C(CCCCCCCCCCC)N(CCCO)CCCO lauryl-bis(3-hydroxypropyl)amine